N1[C@H](CCC1)CC(=O)OC methyl (R)-2-(pyrrolidin-2-yl)acetate